BrC1=CC2=C(N(C(C(N2C)=O)=O)C2CCN(CC2)CC2=CC=C(C=C2)OC(F)(F)F)N=C1C#N 7-bromo-1-methyl-2,3-diketo-4-(1-(4-(trifluoromethoxy)benzyl)piperidin-4-yl)-1,2,3,4-tetrahydropyrido[2,3-b]pyrazine-6-carbonitrile